CNC=1N=CC(=C2C=C(N=CC12)NC(=O)C1CC1)C#CC1=NC=C(C=C1)C N-(8-(methylamino)-5-((5-methylpyridin-2-yl)ethynyl)-2,7-naphthyridin-3-yl)cyclopropanecarboxamide